CN(C=1SC2=C(N=NC(=C2)C2=C(C=C(C=C2)C=2C=NNC2)O)N1)C1CC(C1)NC 2-(6-{Methyl-[(1s,3s)-3-(methylamino)cyclobutyl]amino}[1,3]thiazolo[4,5-c]pyridazin-3-yl)-5-(1H-pyrazol-4-yl)phenol